C(C)(C)(C)OC(=O)NC1=C(N=C(S1)C1=C(C=CC=C1F)F)C(=O)NC=1C(=C2C(=NC1)C(CC2)=O)N2C[C@H](CCC2)NC(OC(C)(C)C)=O tert-Butyl {(3S)-1-[3-({[5-[(tert-butoxycarbonyl)amino]-2-(2,6-difluorophenyl)-1,3-thiazol-4-yl]carbonyl}amino)-7-oxo-6,7-dihydro-5H-cyclopenta[b]pyridin-4-yl]piperidin-3-yl}carbamate